(E)-3-[3,5-dimethoxy-4-[(2S,3R,4S,5S,6R)-3,4,5-trihydroxy-6-(hydroxymethyl)oxan-2-yl]oxyphenyl]prop-2-enoic acid COC=1C=C(C=C(C1O[C@@H]1O[C@@H]([C@H]([C@@H]([C@H]1O)O)O)CO)OC)/C=C/C(=O)O